CN1C(=NN=C1)CCCN1CC(CC1)C1=CNC2=CC=CC=C12 3-(1-(3-(4-methyl-4H-1,2,4-triazol-3-yl)propyl)pyrrolidin-3-yl)-1H-indole